C[C@H]1C(CCCC1)C(F)(F)F (1R)-1-methyl-2-(trifluoromethyl)cyclohexane